N1=CN=CC(=C1)[S-].[Na+] Sodium pyrimidine-5-thiolate